2-[4-fluoro-3-(3-fluoroazetidin-1-yl)phenyl]-2-methoxy-acetic acid lithium salt [Li+].FC1=C(C=C(C=C1)C(C(=O)[O-])OC)N1CC(C1)F